C12C(C3CC(CC(C1)C3)C2)NCCNC(=O)C2=NN(C(=C2C)C2=CC=C(C=C2)Cl)CC N-(2-((1r,3r,5r,7r)-adamantan-2-ylamino)ethyl)-5-(4-chloro-phenyl)-1-ethyl-4-methyl-1H-pyrazole-3-carboxamide